boron oxide lanthanum [La].[B]=O